(R)-8-(1-((3-fluorophenyl)amino)ethyl)-N-(2-hydroxyethyl)-2-morpholinoquinoxaline-6-carboxamide FC=1C=C(C=CC1)N[C@H](C)C=1C=C(C=C2N=CC(=NC12)N1CCOCC1)C(=O)NCCO